C(C1=CC=CC=C1)OC=1C=CC(=C(N)C1)F 5-(benzyloxy)-2-fluoroaniline